(R,2R,2'R)-2,2'-((2,5-dimethylterephthaloyl)bis(azanediyl))bis(2-((R)-quinuclidin-3-yl)acetic acid) CC1=C(C(=O)N[C@@H](C(=O)O)[C@H]2CN3CCC2CC3)C=C(C(=C1)C(=O)N[C@@H](C(=O)O)[C@H]1CN3CCC1CC3)C